6-acetyl-2-[[5-[4-(2-aminoethyl)piperazin-1-yl]-2-pyridinyl]amino]-8-cyclopentyl-5-methylpyrido[2,3-d]pyrimidin-7-one C(C)(=O)C1=C(C2=C(N=C(N=C2)NC2=NC=C(C=C2)N2CCN(CC2)CCN)N(C1=O)C1CCCC1)C